1'-methyl-[2,4'-bipyridin]-2'(1'H)-one CN1C(C=C(C=C1)C1=NC=CC=C1)=O